1-(2-chloro-5-((R)-2-(2,5-difluorophenyl)-4,4-difluoropyrrolidin-1-yl)pyrazolo[1,5-a]pyrimidin-3-yl)-3-(2,2-difluorocyclopropyl)thiourea ClC1=NN2C(N=C(C=C2)N2[C@H](CC(C2)(F)F)C2=C(C=CC(=C2)F)F)=C1NC(=S)NC1C(C1)(F)F